FC(N1N=C(C=C1)[C@@H]1[C@H](C1)B(O)O)F |r| racemic-[(1S,2S)-2-[1-(difluoromethyl)pyrazol-3-yl]cyclopropyl]boronic acid